ClC1=C(COC2=C(C=C3CCN(C3=C2)S(=O)(=O)C2=CC(=CC=C2)C(F)(F)F)[Se]C2=CC=CC=C2)C(=CC=C1)F 6-{(2-chloro-6-fluorobenzyl)oxy}-5-phenylseleno-1-(m-trifluoromethylbenzenesulfonyl)indoline